7-bromo-6-[4-[4-(dimethoxymethyl)-1-piperidyl]phenyl]-1-fluoro-3-tetrahydropyran-2-yl-9,10-dihydro-8H-cyclohepta[e]indazole BrC1=C(C2=C(C=3C(=NN(C3C=C2)C2OCCCC2)F)CCC1)C1=CC=C(C=C1)N1CCC(CC1)C(OC)OC